racemic-tert-butyl (tert-butoxycarbonyl)(7-(5-(1-(1-(4-fluorophenyl)ethyl)-1H-pyrazol-4-yl)pyridazin-3-yl)-[1,2,4]triazolo[1,5-a]pyridin-2-yl)carbamate C(C)(C)(C)OC(=O)N(C(OC(C)(C)C)=O)C1=NN2C(C=C(C=C2)C=2N=NC=C(C2)C=2C=NN(C2)[C@H](C)C2=CC=C(C=C2)F)=N1 |r|